FC1=C(C(=C(C=C1C1=NN(C2=C1C=NC(=C2)C2CCN(CC2)S(=O)(=O)C)C)C(F)(F)F)F)O 2,6-Difluoro-3-(1-methyl-6-(1-(methylsulfonyl)piperidin-4-yl)-1H-pyrazolo[4,3-c]pyridin-3-yl)-5-(trifluoromethyl)phenol